(5-amino-5-(1-(2-oxo-2-(((R)-1-phenylethyl)amino)ethyl)-1H-tetrazol-5-yl)pentyl)boronic acid hydrochloride Cl.NC(CCCCB(O)O)C1=NN=NN1CC(N[C@H](C)C1=CC=CC=C1)=O